Cl.CN(CCNC(=O)C1=C(N=C(S1)C1=CC(=C(C=C1)OCC(C)C)C#N)C)C N-(2-(dimethylamino)ethyl)-2-(3-cyano-4-isobutoxyphenyl)-4-methylthiazole-5-carboxamide hydrochloride